C(C)CC(=O)O ethylacetic acid